2-Isopropyl-N-(4-phenyl-2-(6-(2,2,2-trifluoro-ethyl)-2,6-diazaspiro[3.3]heptan-2-yl)pyridin-3-yl)pyrimidine-5-carboxamide C(C)(C)C1=NC=C(C=N1)C(=O)NC=1C(=NC=CC1C1=CC=CC=C1)N1CC2(C1)CN(C2)CC(F)(F)F